FC=1C=CC(=NC1)C#CC1=CN(C2=NC=C(C=C21)NC(C=C)=O)C N-(3-((5-Fluoropyridin-2-yl)ethynyl)-1-methyl-1H-pyrrolo[2,3-b]pyridin-5-yl)acrylamide